((7-(((5S,8S,10aR)-3-acetyl-8-(cinnolin-6-yl(methyl)carbamoyl)-6-oxodecahydro-pyrrolo[1,2-a][1,5]diazocin-5-yl)carbamoyl)quinolin-2-yl)difluorometh-yl)phosphonic acid C(C)(=O)N1CC[C@@H]2N(C([C@H](C1)NC(=O)C1=CC=C3C=CC(=NC3=C1)C(F)(F)P(O)(O)=O)=O)[C@@H](CC2)C(N(C)C=2C=C1C=CN=NC1=CC2)=O